tert-butyl (3R)-3-[4-(3-chloro-2,4-difluoro-anilino)quinazolin-6-yl]piperidine-1-carboxylate ClC=1C(=C(NC2=NC=NC3=CC=C(C=C23)[C@@H]2CN(CCC2)C(=O)OC(C)(C)C)C=CC1F)F